O=C1NC(CCC1N1C(C2=CC=C(C(=C2C1)F)C1CCNCC1)=O)=O 4-[2-(2,6-dioxopiperidin-3-yl)-4-fluoro-1-oxo-2,3-dihydro-1H-isoindol-5-yl]piperidin